exo-3-(pyridin-3-yl)-2-azabicyclo[2.2.2]oct-5-ene N1=CC(=CC=C1)C1NC2C=CC1CC2